Henicosan-11-yl ((((2R,3S,5R)-5-(6-amino-2-fluoro-9H-purin-9-yl)-2-ethynyl-3-hydroxytetra-hydrofuran-2-yl)methoxy)-(phenoxy)phosphoryl)-L-alaninate NC1=C2N=CN(C2=NC(=N1)F)[C@H]1C[C@@H]([C@@](O1)(C#C)COP(=O)(OC1=CC=CC=C1)N[C@@H](C)C(=O)OC(CCCCCCCCCC)CCCCCCCCCC)O